methyl 4'-methyl-3-oxo-2',3'-dihydrospiro[cyclohexane-1,1'-indene]-4-carboxylate CC1=C2CCC3(C2=CC=C1)CC(C(CC3)C(=O)OC)=O